CC1(OB(OC1(C)C)C1=CC=C(C=C1)C1CN(CC1)CC(=O)OC(C)(C)C)C Tert-butyl 2-(3-(4-(4,4,5,5-tetramethyl-1,3,2-dioxaborolan-2-yl)phenyl)pyrrolidin-1-yl)acetate